C(C)(C)(C)N(C(=O)O[C@@H]([C@H](NCC1=C(C=C(C(=C1)Cl)OCC1=C(C(=CC=C1)C1=CC=CC=C1)Br)OCC1CC1)C(=O)O)C)C1=C(C=C(C(=C1)Cl)C=1C=NC=C(C1)CO)F N-[2-(cyclopropylmethoxy)-4-(2-bromo-3-phenylbenzyloxy)-5-chlorobenzyl]threonine tert-butyl-(5-chloro-2-fluoro-4-(5-(hydroxymethyl)pyridin-3-yl)phenyl)carbamate